Tetra-n-butyltetraphenylammonium borate B([O-])([O-])[O-].C(CCC)C=1C(=C(C(=C(C1)[N+](C1=CC=CC=C1)(C1=CC=CC=C1)C1=CC=CC=C1)CCCC)CCCC)CCCC.C(CCC)C=1C(=C(C(=C(C1)[N+](C1=CC=CC=C1)(C1=CC=CC=C1)C1=CC=CC=C1)CCCC)CCCC)CCCC.C(CCC)C=1C(=C(C(=C(C1)[N+](C1=CC=CC=C1)(C1=CC=CC=C1)C1=CC=CC=C1)CCCC)CCCC)CCCC